ethyl 2-bromobutanoate BrC(C(=O)OCC)CC